5-chloro-4-indol-1-yl-N-[2-methoxy-4-(methyl-sulfonimidoyl)phenyl]pyrimidin-2-amine ClC=1C(=NC(=NC1)NC1=C(C=C(C=C1)S(=O)(=N)C)OC)N1C=CC2=CC=CC=C12